2,2-difluoro-N-methyl-2-[4-[5-(trifluoromethyl)-1,2,4-oxa-diazol-3-yl]phenyl]acetamide FC(C(=O)NC)(C1=CC=C(C=C1)C1=NOC(=N1)C(F)(F)F)F